N-[(dimethylamino)methylidene]-4-{(1R,3R)-3-[1-(dimethylamino)-3-oxoprop-1-en-2-yl]-2,2-dimethylcyclopropyl}benzenesulfonamide CN(C)C=NS(=O)(=O)C1=CC=C(C=C1)[C@H]1C([C@@H]1C(=CN(C)C)C=O)(C)C